N1=C(NCC1)C=1C=C(C=C(C1)NC(=O)NC1=CC(=CC(=C1)F)C=1NCCN1)F N-[5-(4,5-dihydro-3H-imidazol-2-yl)-3-fluorophenyl]-1-{[3-(4,5-dihydro-1H-imidazol-2-yl)-5-fluorophenyl]amino}methanamide